(S)-1-(2-isopropyl-4-methylpyridin-3-yl)-7-(2-methoxyphenyl)-4-(2-methylpiperazin-1-yl)-2-oxo-1,2-dihydropyrido[2,3-d]pyrimidine-6-carbonitrile C(C)(C)C1=NC=CC(=C1N1C(N=C(C2=C1N=C(C(=C2)C#N)C2=C(C=CC=C2)OC)N2[C@H](CNCC2)C)=O)C